Cl.COC(=O)C12CC(C1)(C2)N 3-aminobicyclo[1.1.1]pentane-1-carboxylic acid methyl ester HCl salt